OC(C(=O)N1CC2=C(CCC1)N=C(NC2=O)C2(CC2)C=2C=NC=C(C2)C(C)C)C=2C=C(C=CC2)C2=CC(=CC=C2)C(F)(F)F 6-(2-hydroxy-2-(3'-(trifluoromethyl)-[1,1'-biphenyl]-3-yl)acetyl)-2-(1-(5-isopropylpyridin-3-yl)cyclopropyl)-3,5,6,7,8,9-hexahydro-4H-pyrimido[5,4-c]azepin-4-one